FC1=C(C=2N(C=C1NC(=O)C1=NC=C(N=C1)N1C[C@@H](CC1)NC)C=C(N2)C)C N-(7-fluoro-2,8-dimethyl-imidazo[1,2-a]pyridin-6-yl)-5-[(3R)-3-(methylamino)pyrrolidin-1-yl]pyrazine-2-carboxamide